(6-Chloropyridin-2-yl)(2,2-diethyl-4,4-difluoro-3-hydroxypyrrolidin-1-yl)methanone ClC1=CC=CC(=N1)C(=O)N1C(C(C(C1)(F)F)O)(CC)CC